N-(2-Methoxybenzyl)-2-(3,4,5-trimethoxyphenyl)ethanamine COC1=C(CNCCC2=CC(=C(C(=C2)OC)OC)OC)C=CC=C1